ditert-butyl (2S)-2-[(3-tert-butoxy-3-oxopropyl)amino]butanedioate C(C)(C)(C)OC(CCN[C@H](C(=O)OC(C)(C)C)CC(=O)OC(C)(C)C)=O